BrC1=CC(=C(C(=C1)C)NC(=O)C=1N(N=C(C1)CN1N=CC(=N1)C(F)(F)F)C1=NC=CC=C1Cl)C(N)=O N-(4-bromo-2-carbamoyl-6-methyl-phenyl)-2-(3-chloro-2-pyridyl)-5-[[4-(trifluoromethyl)triazol-2-yl]methyl]pyrazole-3-carboxamide